C(C1=CC=CC=C1)(C1=CC=CC=C1)(C1=CC=CC=C1)SC1CC(C1)N 3-(tritylthio)cyclobutylamine